N(=C=O)C=1C(=C(C(=CC1)C)C)N=C=O Diisocyanatoxylene